1-(6-chloropyridin-3-yl)-4-[(1-methyl-1H-pyrazol-4-yl)amino]methyl-1H-pyrazol-3-acetic acid ClC1=CC=C(C=N1)N1N=C(C(=C1)CNC=1C=NN(C1)C)CC(=O)O